bis(3,4-epoxycyclohexyl) adipate C(CCCCC(=O)OC1CC2C(CC1)O2)(=O)OC2CC1C(CC2)O1